O1C(OCC1)CCCCOC1=C2C(N(C(C2=CC=C1)=O)C1C(NC(CC1)=O)=O)=O 4-(4-(1,3-dioxolan-2-yl)butoxy)-2-(2,6-dioxopiperidin-3-yl)isoindoline-1,3-dione